CN1CC=2N(N=C3C=CC(=CC23)C2NCC(CC2)C)CC1 2-Methyl-9-(5-methylpiperidin-2-yl)-1,2,3,4-tetrahydropyrazino[1,2-b]indazole